2-benzyl-2-dimethylamino-1-morpholinophenyl-butanone C(C1=CC=CC=C1)C1(C(C=CC=C1)(N1CCOCC1)CC(CC)=O)N(C)C